4-(5-chloro-1-methyl-1H-imidazol-4-yl)-N-(1-(methylsulfonyl)piperidin-4-yl)-5-(trifluoromethyl)pyrimidin-2-amine ClC1=C(N=CN1C)C1=NC(=NC=C1C(F)(F)F)NC1CCN(CC1)S(=O)(=O)C